1-trifluoromethylpyridine FC(N1CC=CC=C1)(F)F